C(C)OC1=NC(=CC(=N1)F)F 2-ethoxy-4,6-difluoropyrimidine